(2S,4aS,4bS,6aR,7S,7aS,8aR,8bS,8cR,10aS)-2-ethyl-4a,6a-dimethyl-7-((2R,5S)-6,6,6-trifluoro-5-hydroxy-5-methylhexan-2-yl)octadecahydrocyclopropa[4,5]cyclopenta[1,2-a]phenanthren-2-ol C(C)[C@@]1(CC[C@@]2([C@H]3CC[C@]4([C@H]([C@@H]3CC[C@H]2C1)[C@H]1[C@@H]([C@@H]4[C@H](C)CC[C@](C(F)(F)F)(C)O)C1)C)C)O